OC(CC(=O)O)CCCCCCCCCCCCCCCCCCCCCC 3-Hydroxy-pentacosanoic acid